FC1=CC=C(C=C1)/C(=C\S(=O)(=O)C1=CC=C(C)C=C1)/S(=O)C1=CC=C(C=C1)C (E)-1-Fluoro-4-(1-(p-tolylsulfinyl)-2-tosylvinyl)benzene